[C@@H]12CNC[C@@H](CC1)C2C2=C1C(N(C(C1=C(C=C2F)F)=O)C2C(NC(CC2)=O)=O)=O 4-((1R,5S,8r)-3-azabicyclo[3.2.1]octan-8-yl)-2-(2,6-dioxopiperidin-3-yl)-5,7-difluoroisoindoline-1,3-dione